3-(4-amino-7-bromo-2-(2-fluorobenzyl)pyrazolo[1,5-a]pyrazin-6-yl)benzonitrile NC=1C=2N(C(=C(N1)C=1C=C(C#N)C=CC1)Br)N=C(C2)CC2=C(C=CC=C2)F